2-[[6-[5-chloro-3-[1-(3-oxabicyclo[3.1.0]hexan-6-ylmethyl)pyrazol-4-yl]quinoxalin-6-yl]oxy-2-methyl-benzimidazol-1-yl]methoxy]ethyl-trimethyl-silane ClC1=C2N=C(C=NC2=CC=C1OC=1C=CC2=C(N(C(=N2)C)COCC[Si](C)(C)C)C1)C=1C=NN(C1)CC1C2COCC12